BrC(C(=O)OCC)C1=C(C(=C(C=C1)F)C)C1CCN(CC1)CC(F)(F)F Ethyl 2-bromo-2-(4-fluoro-3-methyl-2-(1-(2,2,2-trifluoroethyl)piperidin-4-yl)phenyl)acetate